(Z)-Methyl 3-(((4-(methoxy(1-methylpiperidin-4-yl)carbamoyl)phenyl)amino)(phenyl)methylene)-5-methyl-2-oxoindoline-6-carboxylate CON(C(=O)C1=CC=C(C=C1)N\C(=C\1/C(NC2=CC(=C(C=C12)C)C(=O)OC)=O)\C1=CC=CC=C1)C1CCN(CC1)C